1-(4-(2,4-dichlorophenoxy)-2-methyl-5-(1-methyl-7-oxo-6,7-dihydro-1H-pyrrolo[2,3-c]pyridin-3-yl)phenyl)pyrrolidine-2,5-dione ClC1=C(OC2=CC(=C(C=C2C2=CN(C=3C(NC=CC32)=O)C)N3C(CCC3=O)=O)C)C=CC(=C1)Cl